NC=1C2=C(N=CN1)N(C(=C2C=2C=NC(=CC2)OC2CC2)C2=CCC1(CCN(CC1)C(=O)OC(C)(C)C)CC2)C tert-butyl 9-(4-amino-5-(6-cyclopropoxypyridin-3-yl)-7-methyl-7H-pyrrolo[2,3-d]pyrimidin-6-yl)-3-azaspiro[5.5]undec-8-ene-3-carboxylate